(E)-2-hydroxy-3-methoxy-5-(4-morpholinostyryl)benzaldehyde OC1=C(C=O)C=C(C=C1OC)\C=C\C1=CC=C(C=C1)N1CCOCC1